tert-butyl N-(cyclopropylmethyl)-N-[4-[4-[[1-[4-(hydroxymethyl)phenyl]-3-(trifluoromethyl) pyrazol-4-yl]carbamoyl]oxazol-2-yl]-2-pyridyl]carbamate C1(CC1)CN(C(OC(C)(C)C)=O)C1=NC=CC(=C1)C=1OC=C(N1)C(NC=1C(=NN(C1)C1=CC=C(C=C1)CO)C(F)(F)F)=O